BrC1=C(C(=O)OC)C=CC(=C1)[C@@]1(COCC1)C#N |r| (±)-methyl 2-bromo-4-(3-cyanotetrahydrofuran-3-yl)benzoate